(R)-[1-(3-chloro-4-methoxy-phenyl)-1H-[1,2,3]triazol-4-yl]-(6-cyclopropyl-imidazo[1,5-a]pyridin-5-yl)-methanol ClC=1C=C(C=CC1OC)N1N=NC(=C1)[C@H](O)C1=C(C=CC=2N1C=NC2)C2CC2